(benzo[d][1,3]dioxole-5-carboxamide) benzoate C(C1=CC=CC=C1)(=O)O.O1COC2=C1C=CC(=C2)C(=O)N